C(C1=CC=CC=C1)OC(=O)NS(=O)(=O)N1C(=C(C=C1)C1CCN(CC1)C(CNC(=O)OC(C)(C)C)=O)C(=O)OCC1=CC=CC=C1 Benzyl 1-(benzyloxycarbonylsulfamoyl)-3-[1-[2-(tert-butoxycarbonylamino)acetyl]-4-piperidyl]pyrrole-2-carboxylate